2-[2,8-dimethyl-4-({(1R)-1-[2-methyl-3-(trifluoromethyl)phenyl]ethyl}amino)pyrido[3,4-d]pyrimidin-6-yl]-2,6-diazaspiro[3.4]octan-7-one CC=1N=C(C2=C(N1)C(=NC(=C2)N2CC1(C2)CNC(C1)=O)C)N[C@H](C)C1=C(C(=CC=C1)C(F)(F)F)C